C(C)(C)(C)OC(=O)N[C@@H](COC1=C(C=2C=CC=NC2C(=C1)C)C(=O)OCC1=CC=CC=C1)CC1=CC=CC=C1 benzyl (R)-6-(2-((tert-butoxycarbonyl) amino)-3-phenylpropoxy)-8-methylquinoline-5-carboxylate